NC=1C=CC(=C2CN(C(C12)=O)CC(C#N)=C)C1=CC2=C(N=C(S2)N)C=C1 2-{[7-amino-4-(2-amino-1,3-benzothiazol-6-yl)-1-oxo-2,3-dihydro-1H-isoindol-2-yl]methyl}prop-2-enenitrile